N,N-diallyl-N,N-di-methylammonium C(C=C)[N+](C)(C)CC=C